C1N([C@@H](CC12CC=CC2)C(=O)OC(C)(C)C)C(=O)OC(C)(C)C Di-tert-Butyl (3S)-2-azaspiro[4.4]non-7-ene-2,3-dicarboxylate